C(C1=CC=CC=C1)OC(=O)N1CCC(CC1)N1[C@H](CN(CC1)C(=O)OC(C)(C)C)CO tert-butyl (R)-4-(1-((benzyloxy)carbonyl)piperidin-4-yl)-3-(hydroxymethyl)piperazine-1-carboxylate